N-[((2-phenylethyl)methyl)hydroxyphosphinyl]glutamic acid C1(=CC=CC=C1)CCCP(=O)(N[C@@H](CCC(=O)O)C(=O)O)O